1H-benzo[d]Imidazol-3-ium N1C=[NH+]C2=C1C=CC=C2